2-[1-[2-[[1-[2-(4-Methylpiperazin-1-yl)-2-oxoethyl]pyrazol-4-yl]amino]-[1,2,4]triazolo[1,5-a]pyridin-8-yl]-3-(4-phenylpyrazol-1-yl)azetidin-3-yl]acetonitril CN1CCN(CC1)C(CN1N=CC(=C1)NC1=NN2C(C(=CC=C2)N2CC(C2)(N2N=CC(=C2)C2=CC=CC=C2)CC#N)=N1)=O